C1(=CC=CC=C1)CCCN1N=CC(=C1C(F)(F)F)C(=O)NC=1C=C(C=CC1C(F)(F)F)CC(=O)O [3-({[1-(3-phenylpropyl)-5-(trifluoromethyl)-1H-pyrazole-4-yl]carbonyl}amino)-4-(trifluoromethyl)phenyl]Acetic acid